5-{[2-(2-cyano-4-fluorophenyl)-2-azaspiro[3.3]heptan-6-yl]oxy}-N-[2-(dimethylamino)ethyl]-2'-ethoxy-[2,3'-bipyridine]-6-carboxamide C(#N)C1=C(C=CC(=C1)F)N1CC2(C1)CC(C2)OC=2C=CC(=NC2C(=O)NCCN(C)C)C=2C(=NC=CC2)OCC